FC=1C(=NC(=NC1)N[C@@H]1CC[C@H](CC1)C(=O)O)C1=NC(=CC=C1)N1C(COCC1)=O trans-4-((5-fluoro-4-(6-(3-oxomorpholino)pyridin-2-yl)pyrimidin-2-yl)amino)cyclohexane-1-carboxylic acid